(R)-1-(4-(2-(4-((R)-2-acetoxy-3-chloropropoxy)-3,5-dichlorophenyl)propan-2-yl)phenoxy)-3-morpholinopropan-2-yl acetate C(C)(=O)O[C@@H](COC1=CC=C(C=C1)C(C)(C)C1=CC(=C(C(=C1)Cl)OC[C@H](CCl)OC(C)=O)Cl)CN1CCOCC1